methyl (R)-2-amino-3-(7-bromothieno[3,2-b]pyridine-2-carboxamido)propanoate N[C@@H](C(=O)OC)CNC(=O)C1=CC2=NC=CC(=C2S1)Br